ICCC1=C(C=CC=C1)CCC 1-(2-iodoethyl)-2-propylbenzene